C1(=CC=CC2=CC=CC=C12)CNCC1=NC=CC=C1 1-(1-naphthyl)-N-(2-pyridylmethyl)methanamine